NC1=CC(=NC=C1NC[C@H]1OCC1)C#N (S)-4-amino-5-((oxetan-2-ylmethyl)amino)pyridinecarbonitrile